2-hydroxy-5-[4-(2-hydroxy-ethyl)-piperidin-1-yl]-5-phenyl-1h-pyrimidine-4,6-dione OC=1NC(C(C(N1)=O)(C1=CC=CC=C1)N1CCC(CC1)CCO)=O